6-(trifluoromethyl)imidazo[4,5-c]pyridin-4-one FC(C=1C=C2C(C(N1)=O)=NC=N2)(F)F